BrC=1C=CC2=C(NC(=N2)C=2C=C(NC3=CC=C(C=C3)C=3N=NC=CC3)C=CC2)C1 3-(6-bromo-1H-benzo[d]imidazol-2-yl)-N-(4-(pyridazin-3-yl)phenyl)aniline